N-(5-(4-(dimethylamino)piperidin-1-yl)pyridin-2-yl)-5-fluoro-4-(6-fluoro-1-methyl-1,2,3,4-tetrahydrobenzo[4,5]imidazo[1,2-a]pyridin-8-yl)pyrimidin-2-amine CN(C1CCN(CC1)C=1C=CC(=NC1)NC1=NC=C(C(=N1)C1=CC2=C(N=C3N2C(CCC3)C)C(=C1)F)F)C